4-(1-D-glucosylheptanyl)-1H-1,2,3-triazole C1([C@H](O)[C@@H](O)[C@H](O)[C@H](O1)CO)C(CCCCCC)C=1N=NNC1